[Ni].C(C)(C)(C)C1=CC=CC1.C(C)(C)(C)C1=CC=CC1 bis(tertbutylcyclopentadiene) nickel